NC1=NC(=NC=C1CN(C=O)C(C)=C(CCOP(=O)(O)O)\S=C(\C1=C(C=CC=C1C)C)/[O-])C (Z)-S-(2-(N-((4-amino-2-methylpyrimidin-5-yl)methyl)formamido)-5-(phosphonooxy)pent-2-en-3-yl)2,6-dimethylbenzothioate